ClC1=C(C(=CC(=C1)F)C1=CC=CC=C1)C(=O)NCC1(NC(NC1=O)=O)C=1N=CSC1C chloro-5-fluoro-N-{[4-(5-methyl-1,3-thiazol-4-yl)-2,5-dioxoimidazolidin-4-yl]methyl}[biphenyl]-2-carboxamide